N-(2-(dimethylamino)ethyl)-2-(4-(methylsulfanyl)phenyl)-5-(2-nitrophenyl)Oxazole-4-carboxamide CN(CCNC(=O)C=1N=C(OC1C1=C(C=CC=C1)[N+](=O)[O-])C1=CC=C(C=C1)SC)C